4-(3-(1H-1,2,4-triazol-1-yl)propoxy)-N-(3-(5-chloro-1H-indol-3-yl)propyl)benzenesulfonamide N1(N=CN=C1)CCCOC1=CC=C(C=C1)S(=O)(=O)NCCCC1=CNC2=CC=C(C=C12)Cl